Methyl (4-((7-cyano-1-methyl-2-((1-methyl-2-oxo-5-(trifluoromethyl)-1,2-dihydropyridin-3-yl)amino)-1H-imidazo[4,5-b]pyridin-6-yl)oxy)pyridin-2-yl)carbamate C(#N)C1=C2C(=NC=C1OC1=CC(=NC=C1)NC(OC)=O)N=C(N2C)NC=2C(N(C=C(C2)C(F)(F)F)C)=O